C1=CC=CC=2C3=CC=CC=C3C(C12)COC(=O)N(CC(=O)O)CCC1=CC=C2C=CN(C2=C1)C 2-({[(9H-fluoren-9-yl)methoxy]carbonyl}[2-(1-methyl-1H-indol-6-yl)ethyl]amino)acetic acid